1-[5-(5-fluoro-2-methylpyridin-4-yl)-1H-pyrazole-3-carbonyl]-N-(1H-indol-5-ylmethyl)piperidine-4-carboxamide FC=1C(=CC(=NC1)C)C1=CC(=NN1)C(=O)N1CCC(CC1)C(=O)NCC=1C=C2C=CNC2=CC1